(2-morpholinopyrimidin-4-yl)methanone O1CCN(CC1)C1=NC=CC(=N1)C=O